(S)-2-(acetoxy(5-methyl-1,2,4-oxadiazol-3-yl)methyl)pyrrolidine-1-carboxylic acid tert-butyl ester C(C)(C)(C)OC(=O)N1[C@@H](CCC1)C(C1=NOC(=N1)C)OC(C)=O